O[C@H](CNC1=NC2=CC=C(C=C2C(N1CC=1C=NN(C1)C)=O)S(=O)(=O)NC1(CC1)C)C (S)-2-((2-hydroxypropyl)amino)-3-((1-methyl-1H-pyrazol-4-yl)methyl)-N-(1-methylcyclopropyl)-4-oxo-3,4-dihydroquinazoline-6-sulfonamide